(R)-4-(4-((1R,5S)-3,8-diazabicyclo[3.2.1]oct-3-yl)-8-fluoro-2-((1-(morpholinomethyl)cyclopropyl)methoxy)-6-nitroquinazolin-7-yl)-5,6-difluoronaphthalen-2-ol [C@H]12CN(C[C@H](CC1)N2)C2=NC(=NC1=C(C(=C(C=C21)[N+](=O)[O-])C2=CC(=CC1=CC=C(C(=C21)F)F)O)F)OCC2(CC2)CN2CCOCC2